(S)-5-(1H-Indole-2-carbonyl)-N-((S)-1-oxo-3-((S)-2-oxopyrrolidin-3-yl)propan-2-yl)-5-azaspiro[2.4]heptane-6-carboxamide N1C(=CC2=CC=CC=C12)C(=O)N1CC2(CC2)C[C@H]1C(=O)N[C@H](C=O)C[C@H]1C(NCC1)=O